di(ethoxycarbonyl)amide C(C)OC(=O)[N-]C(=O)OCC